1-Ethyl-2-(hydroxydiphenylmethyl)-N-(3-(methylsulfonyl)phenyl)-1H-benzo[d]imidazole-5-carboxamide C(C)N1C(=NC2=C1C=CC(=C2)C(=O)NC2=CC(=CC=C2)S(=O)(=O)C)C(C2=CC=CC=C2)(C2=CC=CC=C2)O